C(#N)C1(CC1)CNC1=C(C=C(C(N)=NO)C=C1)[N+](=O)[O-] 4-(((1-cyanocyclopropyl)methyl)amino)-N'-hydroxy-3-nitrobenzimidamide